methyl-6-butoxy-1H-indol CN1C=CC2=CC=C(C=C12)OCCCC